(±)-(3-chloro-4-(methylsulfinyl)phenyl)(4-(6-chloropyridin-2-yl)-trans-2,3-dimethylpiperazin-1-yl)methanone ClC=1C=C(C=CC1[S@](=O)C)C(=O)N1[C@H]([C@@H](N(CC1)C1=NC(=CC=C1)Cl)C)C |&1:7|